1-(tert-butyl) 2-methyl (2R,4R)-4-cyclopropoxypyrrolidine-1,2-dicarboxylate C1(CC1)O[C@@H]1C[C@@H](N(C1)C(=O)OC(C)(C)C)C(=O)OC